tributyl-(thiophen-2-yl)stannane C(CCC)[Sn](C=1SC=CC1)(CCCC)CCCC